4-methylbenzene-1,3-dicarboxylic acid CC1=C(C=C(C=C1)C(=O)O)C(=O)O